ClC=1C=C(C(=O)NC2=C(N=NS2)C(=O)NC2=CC(=CC=C2)OC(C)C)C=CC1 5-(3-chlorobenzamido)-N-(3-isopropoxyphenyl)-1,2,3-thiadiazole-4-carboxamide